BrC1=CC=CC=2N(C(NC21)=O)[C@H]2CC[C@H](CC2)C(=O)NC2=CC=C(C=C2)C(F)(F)F (cis)-4-(4-bromo-2-oxo-2,3-dihydro-1H-1,3-benzodiazol-1-yl)-N-[4-(trifluoromethyl)phenyl]cyclohexane-1-carboxamide